1-((2-(difluoromethoxy)pyridin-4-yl)methyl)-3-(4-fluoro-2-oxobicyclo[2.2.2]oct-1-yl)urea FC(OC1=NC=CC(=C1)CNC(=O)NC12C(CC(CC1)(CC2)F)=O)F